C1(CCC1)OC=1C(=C(C(=O)O)C=C(C1)C(NS(=O)(=O)N1CCCC1)=O)F 3-cyclobutoxy-2-fluoro-5-((pyrrolidin-1-ylsulfonyl)carbamoyl)benzoic acid